6-((((dimethoxyphosphoryl)methyl)(methoxy)phosphoryl)oxy)-5'-methyl-4-pentyl-1',2',3',4'-tetrahydro-[1,1'-biphenyl]-2-yl methyl ((dimethoxyphosphoryl)methyl)phosphonate COP(=O)(OC)CP(OC1=C(C(=CC(=C1)CCCCC)OP(=O)(OC)CP(=O)(OC)OC)C1CCCC(=C1)C)(OC)=O